5-methylthiotryptamine CSC1=CC=C2NC=C(CCN)C2=C1